(R)-6-chloro-3-((1-(2-cyano-3-(4-cyclopropylpiperazin-1-yl)-7-methylquinoxalin-5-yl)ethyl)amino)picolinic acid ClC1=CC=C(C(=N1)C(=O)O)N[C@H](C)C1=C2N=C(C(=NC2=CC(=C1)C)C#N)N1CCN(CC1)C1CC1